C(=O)(O)C=1C=C(C(=O)C2=CC(=C(C=C2)N)C(=O)O)C=CC1N 3,3'-dicarboxy-4,4'-diaminobenzophenone